FC(OC[C@@H](C1=CC=C(C=C1)S(=O)(=O)CC)NC(=O)C1=CN=C(S1)N1[C@@H](CN(CC1)CC1=CC=C(C=C1)C(F)(F)F)COC(F)F)F N-((R)-2-(difluoromethoxy)-1-(4-(ethylsulfonyl)phenyl)ethyl)-2-((S)-2-((difluoromethoxy)methyl)-4-(4-(trifluoromethyl)benzyl)piperazin-1-yl)thiazole-5-carboxamide